C(CCCCCCCCC)(=O)C(O)[C@@H](OC(CCCCCCCCC)=O)CO decanoyl-2-decanoyl-sn-glycerol